NC1=NC=C(C=N1)C#CC=1C(=C(C=CC1F)NS(=O)(=O)C1=C(C=CC(=C1)Cl)C)F N-(3-((2-aminopyrimidin-5-yl)ethynyl)-2,4-difluorophenyl)-5-chloro-2-methylbenzenesulfonamide